(2R,3S,4R,5S)-3-(3-chlorophenyl)-4-(5-chloro-2-fluorophenyl)-4-cyano-5-neopentylpyrrolidine-2-Carboxylic acid tert-butyl ester C(C)(C)(C)OC(=O)[C@@H]1N[C@H]([C@]([C@@H]1C1=CC(=CC=C1)Cl)(C#N)C1=C(C=CC(=C1)Cl)F)CC(C)(C)C